2-(2-[(7,8-difluoro-2-methylquinolin-3-yl)oxy]-6-fluorophenyl)propan-2-ol FC1=CC=C2C=C(C(=NC2=C1F)C)OC1=C(C(=CC=C1)F)C(C)(C)O